N-((2S,3S)-2-((2,3'-difluoro-5'-methylbiphenyl-3-yl)methyl)-1-(2-hydroxy-2-methylpropanoyl)pyrrolidin-3-yl)methanesulfonamide FC1=C(C=CC=C1C[C@@H]1N(CC[C@@H]1NS(=O)(=O)C)C(C(C)(C)O)=O)C1=CC(=CC(=C1)C)F